3-fluoro-4-[1-methyl-4-(trifluoromethyl)imidazol-2-yl]benzonitrile FC=1C=C(C#N)C=CC1C=1N(C=C(N1)C(F)(F)F)C